(E)-4-Phenylpent-3-en-2-one C1(=CC=CC=C1)/C(=C/C(C)=O)/C